C(CCCC=CCCC=CCC=CCCCCC)(=O)O octadeca-5,9,12-trienoic acid